5-(1-benzothien-3-yl)-2H-tetrazole S1C=C(C2=C1C=CC=C2)C=2N=NNN2